FN(C(F)(F)F)F perfluoromethylamine